potassium butanolate C(CCC)[O-].[K+]